[2-(tert-butyl-dimethyl-silanyloxy)-1-(tert-butyl-dimethyl-silanyloxymethyl)-ethyl]-[4-(tert-butyl-dimethyl-silanyloxy)-phenyl]-phenyl-amine C(C)(C)(C)[Si](OCC(C(O[SiH2]C(C)(C)C)(C)C)N(C1=CC=CC=C1)C1=CC=C(C=C1)O[Si](C)(C)C(C)(C)C)(C)C